ClC=1C=C2C(=NC(=NC2=C(C1C1=C(C=CC=C1O)F)F)OCCC1=NC=CC=C1)N1CCN(CC1)C(C=C)=O (S)-1-(4-(6-chloro-8-fluoro-7-(2-fluoro-6-hydroxyphenyl)-2-(2-(pyridin-2-yl)ethoxy)quinazolin-4-yl)piperazin-1-yl)prop-2-en-1-one